Cl.CN1C(C2=CC=CC(=C2C=C1)NC(=O)C1CNCC1C1=CC=CC=C1)=O N-(2-Methyl-1-oxo-1,2-dihydroisoquinolin-5-yl)-4-phenylpyrrolidine-3-carboxamide hydrochloride